4-(4-((1R,5S)-3,8-diazabicyclo[3.2.1]octan-8-yl)-8-fluoro-2-(((2R,7aS)-2-fluorotetrahydro-1H-pyrrolizin-7a(5H)-yl)methoxy)pyrido[4,3-d]pyrimidin-7-yl)-5-ethynyl-6-fluoronaphthalen-2-ol [C@H]12CNC[C@H](CC1)N2C=2C1=C(N=C(N2)OC[C@]23CCCN3C[C@@H](C2)F)C(=C(N=C1)C1=CC(=CC2=CC=C(C(=C12)C#C)F)O)F